6-amino-N-(4-(4,4-difluoropiperidin-1-yl)pyrimidin-2-yl)-2-(6-azaspiro[2.5]octan-6-yl)nicotinamide NC1=NC(=C(C(=O)NC2=NC=CC(=N2)N2CCC(CC2)(F)F)C=C1)N1CCC2(CC2)CC1